(S)-1-((tetrahydrofuran-2-yl)methyl)-1H-indazole-3-carboxylic acid O1[C@@H](CCC1)CN1N=C(C2=CC=CC=C12)C(=O)O